molybdenum oxide dipentyldithiocarbamate C(CCCC)N(C([S-])=S)CCCCC.[Mo+2]=O.C(CCCC)N(C([S-])=S)CCCCC